ClC1=C(C=C(C(=N1)C(=O)OC)C)O methyl 6-chloro-5-hydroxy-3-methylpicolinate